O[C@H]1C=C2C=3CCC4=C(C(C=C[C@@]4(C3CC[C@]2(C1)C)C)=O)C (10R,13S,16R)-16-hydroxy-4,10,13-trimethyl-6,7,10,11,12,13,16,17-octahydro-3H-cyclopenta[a]phenanthren-3-one